N-(3-Hydroxy-2,6-dimethyl-phenyl)-2-[[1-[(3R)-1-propylpyrrolidin-3-yl]pyrazol-3-yl]amino]thiazole-5-carboxamide OC=1C(=C(C(=CC1)C)NC(=O)C1=CN=C(S1)NC1=NN(C=C1)[C@H]1CN(CC1)CCC)C